N(=[N+]=[N-])CC=1C(=C(C=CC1)C(C)(C)O)F 2-(3-(azidomethyl)-2-fluorophenyl)propan-2-ol